N'-((2-fluoro-5-methyl-1,2,3,5,6,7-hexahydro-s-indacen-4-yl)carbamoyl)-6,7-dihydro-5H-pyrazolo[5,1-b][1,3]oxazine-3-sulfonimidamide FC1CC2=CC=3CCC(C3C(=C2C1)NC(=O)N=S(=O)(N)C=1C=NN2C1OCCC2)C